(S)-3-hydroxy-3-(2-thienyl)propanoic acid ethyl ester C(C)OC(C[C@@H](C=1SC=CC1)O)=O